methyl 2-(2-(2-(4-(hex-5-ynamido)phenyl)thiazole-4-carboxamido)acrylamido)acrylate C(CCCC#C)(=O)NC1=CC=C(C=C1)C=1SC=C(N1)C(=O)NC(C(=O)NC(C(=O)OC)=C)=C